(R)-N-(1-(3-bromo-4-fluoro-5-(trimethylsilyl)pyridin-2-yl)pent-4-en-1-yl)-4-methoxyaniline BrC=1C(=NC=C(C1F)[Si](C)(C)C)[C@@H](CCC=C)NC1=CC=C(C=C1)OC